3-hydroxy-N-(4'-(2-hydroxypropan-2-yl)-[1,1'-biphenyl]-3-yl)-3-(trifluoromethyl)cyclobutane-1-carboxamide OC1(CC(C1)C(=O)NC=1C=C(C=CC1)C1=CC=C(C=C1)C(C)(C)O)C(F)(F)F